C1(=CC=CC=C1)C1N(OCC1)C1=NC=CC(=N1)C=1C=C(C=C(C1N)N)N 6-(3-phenylisoxazolidine-2-yl-pyrimidine-4-yl)benzene-1,2,4-triamine